2-iodo-5-nitro-1,3-benzoxazole IC=1OC2=C(N1)C=C(C=C2)[N+](=O)[O-]